C(CCC)N1C(=[N+](C(=C1C1=CC=CC=C1)C1=CC=CC=C1)CCCC)C1=C(C=C(C=C1C)C)C 1,3-dibutyl-2-mesityl-4,5-diphenyl-1H-imidazol-3-ium